7-bromo-3-butyl-3-ethyl-5-(4-fluorophenyl)-8-methoxy-2,3-dihydro-1,5-benzothiazepine-4(5H)-one BrC=1C(=CC2=C(N(C(C(CS2)(CC)CCCC)=O)C2=CC=C(C=C2)F)C1)OC